1-(6-cyclopropyl-2-(((2-((1S,2S)-2-(4-methylpyrimidin-2-yl)cyclopropyl)-4-morpholinoquinolin-7-yl)amino)methyl)imidazo[1,2-a]pyridin-8-yl)-3-methylimidazolidine-2,4-dione C1(CC1)C=1C=C(C=2N(C1)C=C(N2)CNC2=CC=C1C(=CC(=NC1=C2)[C@@H]2[C@H](C2)C2=NC=CC(=N2)C)N2CCOCC2)N2C(N(C(C2)=O)C)=O